OC1=C(C(=CC(=C1CN(C(OCC)=O)C)CCCCC)O)C1=C(C=CC(=C1)C)C(=C)C ethyl ((2,6-dihydroxy-5'-methyl-4-pentyl-2'-(prop-1-en-2-yl)-[1,1'-biphenyl]-3-yl)methyl)(methyl)carbamate